C(OCC1=NN2C(CN(CC2)CC2CC2)=C1)(OC1=CC=C(C=C1)[N+](=O)[O-])=O (5-(cyclopropylmethyl)-4,5,6,7-tetrahydropyrazolo[1,5-a]pyrazin-2-yl)methyl (4-nitrophenyl) carbonate